1-Ethyl-5-[2-fluoro-6-(cyclopropylamino)pyridin-3-yl]-N-[(3S)-2-oxo-5-phenyl-1,3-dihydro-1,4-benzodiazepin-3-yl]pyrazole-4-carboxamide C(C)N1N=CC(=C1C=1C(=NC(=CC1)NC1CC1)F)C(=O)N[C@@H]1C(NC2=C(C(=N1)C1=CC=CC=C1)C=CC=C2)=O